zirconium N,N-bis-(2-ethylhexyl)-2-oxocyclopentanecarboxamide C(C)C(CN(C(=O)C1C(CCC1)=O)CC(CCCC)CC)CCCC.[Zr]